2-propylene methanedisulfonate C1S(=O)(=O)OCC(C)OS1(=O)=O